N1(N=CC=C1)CCC(=O)N1CC(=CCC1)C=1C=C(C2=C(C=C(O2)C(=O)N(C)C)C1F)C1=CC=C(C=C1)C1CNC1 5-(1-(3-(1H-pyrazol-1-yl)propanoyl)-1,2,5,6-tetrahydropyridin-3-yl)-7-(4-(azetidin-3-yl)phenyl)-4-fluoro-N,N-dimethylbenzofuran-2-carboxamide